methyl N-methyl-N-(1-(vinylsulfonyl) azetidine-3-carbonyl)-L-valinate CN([C@@H](C(C)C)C(=O)OC)C(=O)C1CN(C1)S(=O)(=O)C=C